O=C1NC(CCC1N1C(C2=CC=CC(=C2C1)CN1CCCCC1)=O)=O 1-((2-(2,6-dioxopiperidin-3-yl)-1-oxoisoindolin-4-yl)methyl)piperidine